(S)-(3,5-dibromo-4-hydroxyphenyl)(1,3,5-trimethyl-5,6-dihydropyrazolo[4,3-b][1,4]oxazin-7(1H)-yl)methanone BrC=1C=C(C=C(C1O)Br)C(=O)N1C2=C(O[C@H](C1)C)C(=NN2C)C